2,2-Bis(4-hydroxyphenyl)n-heptane OC1=CC=C(C=C1)C(C)(CCCCC)C1=CC=C(C=C1)O